[Se]1C(=CCC1)CCCCCC(=O)O Selenolinecaproic acid